(3-(3,5-dihydroxyphenyl-methylaminocarbonyl)-2,5-dihydroxyphenyl)acetic acid OC=1C=C(C=C(C1)O)N(C(=O)C=1C(=C(C=C(C1)O)CC(=O)O)O)C